BrC=1C=NN(C1)CC(=O)NC 2-(4-bromopyrazol-1-yl)-N-methyl-acetamide